N-(4-(((R)-1-Hydroxy-4-methylpentan-2-yl)amino)-6-(2-(3-methyl-4-oxo-3,4-dihydroquinazolin-8-yl)propyl)-1,3,5-triazin-2-yl)methanesulfonamide OC[C@@H](CC(C)C)NC1=NC(=NC(=N1)CC(C)C=1C=CC=C2C(N(C=NC12)C)=O)NS(=O)(=O)C